3-amino-N-(2-bromo-4-(heptafluoropropan-2-yl)-6-(trifluoromethyl)phenyl)-2-fluorobenzamide NC=1C(=C(C(=O)NC2=C(C=C(C=C2C(F)(F)F)C(C(F)(F)F)(C(F)(F)F)F)Br)C=CC1)F